BrC=1C(=NC(=C(C1)C(F)(F)F)C)OC1=C(C(=C(C=C1)F)F)C 3-bromo-2-(3,4-difluoro-2-methyl-phenoxy)-6-methyl-5-(trifluoromethyl)pyridine